rac-3-((3-(4-amino-8-bromopyrido[3,2-d]pyrimidin-6-yl)phenyl)ethynyl)-3-hydroxy-1-methylpyrrolidin-2-one NC=1C2=C(N=CN1)C(=CC(=N2)C=2C=C(C=CC2)C#C[C@]2(C(N(CC2)C)=O)O)Br |r|